COC1=C(CNC=2C3=C(N=CN2)N(C=C3C3=CC=C(C=2N3C=CN2)NC(=O)NC2=CC(=C(C=C2)OC2CCN(CC2)CC)C(F)(F)F)C(C)C)C=CC(=C1)OC 1-(5-(4-((2,4-dimethoxybenzyl)amino)-7-isopropyl-7H-pyrrolo[2,3-d]pyrimidin-5-yl)imidazo[1,2-a]pyridin-8-yl)-3-(4-((1-ethylpiperidin-4-yl)oxy)-3-(trifluoromethyl)phenyl)urea